ClC1=NN=CC2=CC(=CC=C12)F 1-chloro-6-fluorophthalazine